C(CCC)N(CCCC)CC1=C(C=C(C=2C3=CC=C(C=C3CC12)Cl)CO)Cl (di-n-butylaminomethyl)-2,7-dichloro-4-fluorenemethanol